iron(III)-oxide hydroxide [OH-].[O-2].[Fe+3]